6-Amino-7-(7-fluoro-1H-indazol-4-yl)-2-{[2-methoxy-4-(methylsulfonyl)phenyl]amino}-9-(2-methyl-2-propanyl)-7,9-dihydro-8H-purin-8-on NC1=C2N(C(N(C2=NC(=N1)NC1=C(C=C(C=C1)S(=O)(=O)C)OC)C(C)(C)C)=O)C1=C2C=NNC2=C(C=C1)F